N-methacrylamidopropyl-N,N-dimethyl-N-dodecylammonium bromide [Br-].C(C(=C)C)(=O)NCCC[N+](CCCCCCCCCCCC)(C)C